1-Heptyl-3-propylpiperidinium triflat [O-]S(=O)(=O)C(F)(F)F.C(CCCCCC)[NH+]1CC(CCC1)CCC